CC1=C[C@@H]2[C@H](CC1)C(=CC[C@H]2C(C)C)C The molecule is a sesquiterpene that is 1,2,4a,5,6,8a-hexahydronaphthalene which is substituted at position 1 by an isopropyl group and at positions 4 and 7 by methyl groups (the 1S,4aS,8aR-diastereoisomer). It is a sesquiterpene and a carbobicyclic compound.